FC=1C=C(C=C(C1)F)[C@H]1N(OCC1)C(=O)C1CC(CC1)COC1=CC(=NC=N1)C(=O)N 6-[[3-[(3S)-3-(3,5-difluorophenyl)-1,2-oxazolidine-2-carbonyl]cyclopentyl]methoxy]pyrimidine-4-carboxamide